[N+](=O)([O-])C1=C(CNC(=O)C=2C=C3C(=C(N(C3=CC2)CC2=CC=C(C=C2)C=2C(=CC=CC2)C(=O)OC(C)(C)C)C)C)C=CC=C1 tert-Butyl 4'-((5-((2-nitrobenzyl)carbamoyl)-2,3-dimethyl-1H-indol-1-yl)methyl)-[1,1'-biphenyl]-2-carboxylate